BrC1=CC=2N(C=C1)C(=NC2)C=O 7-bromoimidazo[1,5-a]pyridine-3-carbaldehyde